N-(2-bromobenzyl)-N-{4-[5-(trifluoromethyl)-1,2,4-oxadiazol-3-yl]phenyl}carboxamide BrC1=C(CN(C=O)C2=CC=C(C=C2)C2=NOC(=N2)C(F)(F)F)C=CC=C1